(5-bromo-6-chloro-3-pyridinyl)methanol BrC=1C=C(C=NC1Cl)CO